4-fluoro-2,6-dimethylbenzylboronic acid FC1=CC(=C(CB(O)O)C(=C1)C)C